3-(dimethylamino)-2-fluoro-4-(((1-methylcyclopropyl)sulfonyl)carbamoyl)benzoic acid CN(C=1C(=C(C(=O)O)C=CC1C(NS(=O)(=O)C1(CC1)C)=O)F)C